F\C(=C/CN)\C(S(=O)(=O)C1=CC=C(C)C=C1)(F)F (Z)-3,4,4-trifluoro-4-tosylbut-2-en-1-amine